NC1CN(CCC1)C=1C=CC(=NC1)C1=CC(=C(C=C1)OC)F 5-(3-aminopiperidin-1-yl)-2-(3-fluoro-4-methoxyphenyl)pyridin